2-[(5-{4-[4-(Biphenyl-4-yl)butoxy]phenyl}pentanoyl) (4-methoxybenzyl)amino]ethyl dihydrogen phosphate ammonium salt [NH4+].P(=O)(OCCN(CC1=CC=C(C=C1)OC)C(CCCCC1=CC=C(C=C1)OCCCCC1=CC=C(C=C1)C1=CC=CC=C1)=O)(O)O